COC=1C=C(C=CC1OC)C=1N=C2N(C=CN=C2)C1NC1=CC=C(C(=O)NCC)C=C1 4-[[2-(3,4-dimethoxy-phenyl)imidazo[1,2-a]pyrazin-3-yl]amino]-N-ethylbenzamide